4-(6-((2-chloropyrimidin-4-yl)amino)hexyl)-2-(2,6-dioxopiperidin-3-yl)isoindoline-1,3-dione ClC1=NC=CC(=N1)NCCCCCCC1=C2C(N(C(C2=CC=C1)=O)C1C(NC(CC1)=O)=O)=O